(3S)-3-[5-[4-(3-azaspiro[5.5]undecan-9-yl)piperazin-1-yl]-1-oxoisoindolin-2-yl]piperidine-2,6-dione C1CNCCC12CCC(CC2)N2CCN(CC2)C=2C=C1CN(C(C1=CC2)=O)[C@@H]2C(NC(CC2)=O)=O